C(C)(C)O[Ti+2]OC(C)C Diisopropoxytitanium (IV)